4-[[3-Chloro-2-fluoro-6-[2-methoxy-4-(trifluoromethoxy)phenoxy]benzoyl]amino]pyridin-2-carboxamid ClC=1C(=C(C(=O)NC2=CC(=NC=C2)C(=O)N)C(=CC1)OC1=C(C=C(C=C1)OC(F)(F)F)OC)F